C(CCCC)C1C=CC=2C1=C1CCCCC1=CC2 1-pentyl-6,7,8,9-tetrahydro-1H-cyclopenta[a]naphthalene